N-(3,5-dichloro-4-((1-methyl-1H-imidazo[4,5-c]pyridin-6-yl)oxy)phenyl)-5-oxo-4,5-dihydro-1,2,4-oxadiazole-3-carboxamide ClC=1C=C(C=C(C1OC1=CC2=C(C=N1)N=CN2C)Cl)NC(=O)C2=NOC(N2)=O